BrC=1C=C(C=CC1)C(C(=O)NN(C(=O)OC(C)(C)C)C)(CC=C)C tert-butyl 2-(2-(3-bromophenyl)-2-methylpent-4-enoyl)-1-methylhydrazine-1-carboxylate